Cl.ClC=1SC=C(C1N)CF 2-chloro-4-(fluoromethyl)thiophen-3-amine hydrochloride